4-cyclohexanedimethanal C1(CCC(CC1)C=O)C=O